3-methyl-4-{[1,2,4]triazolo[1,5-a]pyrimidin-7-yl}benzonitrile CC=1C=C(C#N)C=CC1C1=CC=NC=2N1N=CN2